ClC1=C(SC=2C1=NC(=CC2N(C(OC(C)(C)C)=O)CC=2SC=CC2)Cl)\C=C\[N+](=O)[O-] tert-butyl (E)-(3,5-dichloro-2-(2-nitrovinyl)thieno[3,2-b]pyridin-7-yl)(thiophen-2-ylmethyl)carbamate